N-Methyl-7-(pyridazin-4-yl)-N-(2,2,6,6-tetramethylpiperidin-4-yl)-4H-chromeno[3,4-d]thiazol-2-amine CN(C=1SC2=C(N1)COC=1C=C(C=CC12)C1=CN=NC=C1)C1CC(NC(C1)(C)C)(C)C